C(CN(CCN)/[N+](=N/O)/[O-])N The molecule is a nitroso compound that is triazane in which the the nitrogen at position 1 is substituted by two 2-aminoethyl groups, that at position 2 is substituted by a hydroxy group, and that at position 3 is substituted by an oxo group. It has a role as a nitric oxide donor. It is a tertiary amino compound and a nitroso compound. It derives from a hydride of a triazane.